C(C)(C)(C)OC(=O)C1C=NC(=C(C1)C(=O)OC(C)(C)C)C(=O)OCC1=CC=CC=C1 pyridine-3,5,6(4H)-tricarboxylic acid 6-benzyl ester 3,5-di-tert-butyl ester